4-(2,4-dihydroxyphenyl)-N-ethyl-N-(2-hydroxyethyl)pentanamide OC1=C(C=CC(=C1)O)C(CCC(=O)N(CCO)CC)C